ClC1=NC(=CC(=N1)N1C[C@H](C[C@@H]1CO)NC(OC(C)(C)C)=O)Cl tert-Butyl ((3S,5R)-1-(2,6-dichloropyrimidin-4-yl)-5-(hydroxymethyl)pyrrolidin-3-yl)carbamate